2-(3-(4-amino-3-methylpyridin-2-yl)-2-methylphenyl)-5-(hydroxymethyl)benzo[d]oxazole-7-nitrile NC1=C(C(=NC=C1)C=1C(=C(C=CC1)C=1OC2=C(N1)C=C(C=C2C#N)CO)C)C